C(CCC)C1=NC2(C(N1CC1=CC(=C(C=C1)C1=NC=CC=C1S(=O)(=O)N(COC)C1=NOC(=C1C)C)COCC)=O)CCCC2 2-(4-((2-Butyl-4-oxo-1,3-diazaspiro[4.4]non-1-en-3-yl)methyl)-2-(ethoxymethyl)phenyl)-N-(4,5-dimethylisoxazol-3-yl)-N-(methoxymethyl)pyridine-3-sulfonamide